4-amino-8-(3-methoxypyridazin-4-yl)-N-propylisoquinoline-3-carboxamide NC1=C(N=CC2=C(C=CC=C12)C1=C(N=NC=C1)OC)C(=O)NCCC